3-{[2-(4-Azetidin-1-ylphenyl)ethyl]amino}-4-[(4-chlorophenyl)amino]cyclobut-3-ene-1,2-dione N1(CCC1)C1=CC=C(C=C1)CCNC=1C(C(C1NC1=CC=C(C=C1)Cl)=O)=O